C([O-])([O-])=O.[Cs+].C1(CC1)C=1C=C(C=CC1[N+](=O)[O-])N1[C@@H]2CN([C@H](C1)C2)C(=O)OC(C)(C)C.[Cs+] tert-butyl (1S,4S)-5-(3-cyclopropyl-4-nitrophenyl)-2,5-diazabicyclo[2.2.1]heptane-2-carboxylate Cesium carbonate